O=C1N(C(C2=CC=CC=C12)=O)CC=1C=C(C#N)C=CC1C(F)(F)F 3-((1,3-dioxoisoindolin-2-yl)methyl)-4-(trifluoromethyl)benzonitrile